ClC1=NC(=CC=C1C(=O)OC(C)(C)C)C1=CC(=CC(=C1)OCC(C)C)F tert-Butyl 2-chloro-6-(3-fluoro-5-isobutoxy-phenyl)pyridine-3-carboxylate